N1CC2(OCC1)CCC1=CC=CC=C12 2,3-dihydrospiro[indene-1,2'-morpholine]